(1R,5S)-N-methyl-N-[6-[7-(1,2,4-triazol-1-yl)-1H-indazol-4-yl]-1,2,4-triazin-3-yl]-9-azabicyclo[3.3.1]nonan-3-amine CN(C1C[C@H]2CCC[C@@H](C1)N2)C=2N=NC(=CN2)C2=C1C=NNC1=C(C=C2)N2N=CN=C2